BrC1=C(C(=CC(=C1)S(=O)(=O)CC(C)(C)C)Cl)Cl 1-Bromo-2,3-dichloro-5-(2,2-dimethylpropylsulfonyl)benzene